pentylpiperazine-1-carboximidamide C(CCCC)C1N(CCNC1)C(N)=N